(S)- and (R)-3-(2-((4-cyanophenethyl)amino)-2-phenylacetyl)-N-ethyl-1H-indole-6-carboxamide C(#N)C1=CC=C(CCN[C@H](C(=O)C2=CNC3=CC(=CC=C23)C(=O)NCC)C2=CC=CC=C2)C=C1 |r|